benzenesulfonic acid 2,2,2-trifluoroethyl ester FC(COS(=O)(=O)C1=CC=CC=C1)(F)F